C[C@@]1(C[C@H](N[C@H]1C=1C=NC=CC1)C(=O)OCC)C(=O)OC |r| 2-Ethyl rac-4-Methyl (2S,4S,5S)-4-methyl-5-(pyridin-3-yl)pyrrolidine-2,4-dicarboxylate